OC1=CC=C(C=C1)NS(=O)(=O)C=1C=C(C=CC1OC)C1=C(N=C(S1)NC(=O)C=1C=NC=CC1)C N-[5-[3-[(4-hydroxyphenyl)sulfamoyl]-4-methoxy-phenyl]-4-methyl-thiazol-2-yl]pyridine-3-carboxamide